4-((hydroxyamino)methyl)-N-(4-isopropoxyphenyl)aniline ONCC1=CC=C(NC2=CC=C(C=C2)OC(C)C)C=C1